C(C)(C)(C)OC(=O)NCCONC(=O)[C@H]1N2C(N([C@H](CC1)C2)OS(=O)(=O)OCC(C(=O)[O-])(C)C)=O (((((1R,2S,5R)-2-((2-((tert-butoxycarbonyl) amino) ethoxy) carbamoyl)-7-oxo-1,6-diazabicyclo[3.2.1]oct-6-yl) oxy) sulfonyl) oxy)-2,2-dimethylpropanoate